5-chloro-3-[3-[[2-cyanoethyl(methyl)sulfamoyl]amino]-2,6-difluoro-benzoyl]-1H-pyrrolo[2,3-b]pyridine ClC=1C=C2C(=NC1)NC=C2C(C2=C(C(=CC=C2F)NS(N(C)CCC#N)(=O)=O)F)=O